N-(2-(N-benzyl-2-hydroxybutanamido)-4-(trifluoromethoxy)phenyl)-2,3,4,5,6-pentafluorobenzamide C(C1=CC=CC=C1)N(C(C(CC)O)=O)C1=C(C=CC(=C1)OC(F)(F)F)NC(C1=C(C(=C(C(=C1F)F)F)F)F)=O